trichlorotriethynylbenzene ClC1=C(C(=C(C(=C1C#C)C#C)C#C)Cl)Cl